1,2-Distearoyl-sn-glycero-3-phosphoethanol C(CCCCCCCCCCCCCCCCC)(=O)OC[C@@H](OC(CCCCCCCCCCCCCCCCC)=O)COP(=O)(O)OCC